FC1=CC(=C(C=C1)C1=CC(=CC=C1)C=1OC2=C(N1)C=C(C=C2C(F)(F)F)CNC[C@@]2(OCC2)C)C2=NN=CN2C (R)-1-(2-(4'-Fluoro-2'-(4-methyl-4H-1,2,4-triazol-3-yl)-[1,1'-biphenyl]-3-yl)-7-(trifluoromethyl)benzo[d]oxazol-5-yl)-N-((2-methyloxetan-2-yl)methyl)methanamine